S(=O)(=O)(C)BS(=O)(=O)C dimesyl-borane